N,N-dibenzylbicyclo[1.1.0]butane-1-formamide C(C1=CC=CC=C1)N(C(=O)C12CC2C1)CC1=CC=CC=C1